CN(C1CCN(CC1)C(=O)C1=CC(=C(C=C1)NCC#CC=1N(C=2C=CC=C(C2C1)N[C@H]1[C@H](CN(CC1)C)F)CC(F)(F)F)OC)C 2-[3-({4-[4-(dimethylamino)piperidine-1-carbonyl]-2-methoxyphenyl}amino)prop-1-yn-1-yl]-N-[(3S,4R)-3-fluoro-1-methylpiperidin-4-yl]-1-(2,2,2-trifluoroethyl)-1H-indol-4-amine